ClC1=C(C=CC(=C1)F)NS(=O)=O.[Na] sodium N-(2-chloro-4-fluorophenyl)sulfonamide